C1(CC1)C=1C(NC=C(C1)C1CNCCC1)=O 3-cyclopropyl-5-(piperidin-3-yl)pyridin-2(1H)-one